CN1N=NC2=C1C=CC(=C2C)[C@@H](CC(=O)O)C2=CC(=C(C=C2)C)CN2C[C@@H](OC1=C(C2)N=C(C=C1)O)CC (S)-3-(1,4-dimethyl-1H-benzo[d][1,2,3]triazol-5-yl)-3-(3-(((S)-2-ethyl-7-hydroxy-2,3-dihydropyrido[2,3-f][1,4]oxazepin-4(5H)-yl)methyl)-4-methylphenyl)propanoic acid